5-bromo-3-chloro-7-methylquinoline-2-carboxamide BrC1=C2C=C(C(=NC2=CC(=C1)C)C(=O)N)Cl